(1-(4-cyano-3-trifluoromethylphenyl)-1H-pyrazol-3-yl)carbamic acid tert-butyl ester C(C)(C)(C)OC(NC1=NN(C=C1)C1=CC(=C(C=C1)C#N)C(F)(F)F)=O